ethyl 9-methoxy-2-methyl-[1,2,4]triazolo[1,5-a]quinoline-4-carboxylate COC=1C=CC=C2C=C(C=3N(C12)N=C(N3)C)C(=O)OCC